ethyl 2-[1-(1,3-thiazol-4-yl)-1H-pyrazol-4-yl]acetate S1C=NC(=C1)N1N=CC(=C1)CC(=O)OCC